14-Hydroxy-octadec-16-enoic acid OC(CCCCCCCCCCCCC(=O)O)CC=CC